CCCC(=O)C1=C([C@@H](OC1=O)CC(=O)OC)O The molecule is the methyl ester of carlosic acid. It is a butenolide, a methyl ester, an enol, a ketone and a tetronic acid derivative. It derives from a carlosic acid.